4-(1-methylpiperidin-4-yl)-3-propoxybenzene-1,2-diamine CN1CCC(CC1)C=1C(=C(C(=CC1)N)N)OCCC